(S)-1-(6-amino-2-morpholinooxazolo[4,5-b]pyridin-5-yl)pyrrolidin-3-ol ethyl-2-oxo-2-((pyridin-2-ylmethyl)amino)acetate C(C)N(C(C(=O)O[C@@H]1CN(CC1)C1=C(C=C2C(=N1)N=C(O2)N2CCOCC2)N)=O)CC2=NC=CC=C2